C(C)(C)(C)[Si](OC[C@@H]1N[C@H](C2=CC=CC(=C2C1)C(C)(O[Si](C)(C)C)C)C)(C)C tert-butyl-dimethyl-[[(1s,3r)-1-methyl-5-(1-methyl-1-trimethylsiloxy-ethyl)-1,2,3,4-tetrahydroisoquinolin-3-yl]methoxy]silane